3-[5-[1-(2-Fluoro-6-methyl-phenyl)-piperidin-4-yl]-6-oxo-7-(2-trifluoromethylbenzyl)-4,5,6,7-tetrahydro-pyrazolo[3,4-d]pyrimidin-2-yl]-azetidine-1-carboxylic acid isobutyl ester C(C(C)C)OC(=O)N1CC(C1)N1N=C2N(C(N(CC2=C1)C1CCN(CC1)C1=C(C=CC=C1C)F)=O)CC1=C(C=CC=C1)C(F)(F)F